C(#N)C1=CC=C(C=C1)[C@@H]1COC2=C(O1)C=CC=C2C2CCN(CC2)CC2=NC1=C(N2CC2COCC2)C=C(C=C1)C(=O)O 2-({4-[(2R)-2-(4-cyanophenyl)-2,3-dihydro-1,4-benzodioxin-5-yl]piperidin-1-yl}methyl)-1-[(oxolan-3-yl)methyl]-1H-1,3-benzodiazole-6-carboxylic acid